methyl 1-(2-(4-(azetidin-3-yl)-2-fluorophenyl)propan-2-yl)piperidine-4-carboxylate N1CC(C1)C1=CC(=C(C=C1)C(C)(C)N1CCC(CC1)C(=O)OC)F